5-bromo-2-chloro-3-methoxy-pyridine BrC=1C=C(C(=NC1)Cl)OC